Fmoc-N-Methyl-Norleucine C(=O)(OCC1C2=CC=CC=C2C2=CC=CC=C12)N([C@@H](CCCC)C(=O)O)C